FC=1C=C(C=CC1OC1=CC=NC2=CC(=C(C=C12)OC)OCCCN1CCN(CC1)C)NC(=O)C1=NC=CN(C1=O)C1=CC=CC=C1 N-(3-fluoro-4-{6-methoxy-7-[3-(4-methyl-1-piperazinyl)propoxy]quinolin-4-yloxy}phenyl)-3-oxo-4-phenyl-3,4-dihydropyrazine-2-carboxamide